5-(Isoxazolidin-3-yl)-N-methyl-pyridine-3-carboxamide TFA salt Tert-butyl-3-[5-(methylcarbamoyl)-3-pyridyl]isoxazolidine-2-carboxylate C(C)(C)(C)OC(=O)N1OCCC1C=1C=NC=C(C1)C(NC)=O.OC(=O)C(F)(F)F.O1NC(CC1)C=1C=C(C=NC1)C(=O)NC